(4aR,8aS)-6-[3-[3-chloro-4-(trifluoromethyl)phenoxy]azetidine-1-carbonyl]-4,4a,5,7,8,8a-hexahydropyrido[4,3-b][1,4]oxazin-3-one ClC=1C=C(OC2CN(C2)C(=O)N2C[C@@H]3[C@@H](OCC(N3)=O)CC2)C=CC1C(F)(F)F